3-((tert-butoxycarbonyl)amino)-5-(3-(5-(trifluoromethyl)pyridin-2-yl)propyl)-1H-indole-1-carboxylic acid tert-butyl ester C(C)(C)(C)OC(=O)N1C=C(C2=CC(=CC=C12)CCCC1=NC=C(C=C1)C(F)(F)F)NC(=O)OC(C)(C)C